C1(CC1)C1=NC=NC(=C1C=1N=C(C2=C(N1)C=CN2)OCC2=CC=C(C=C2)C=2N(C=C(N2)C(F)(F)F)C)OC 2-(4-cyclopropyl-6-methoxy-pyrimidin-5-yl)-4-[[4-[1-methyl-4-(trifluoromethyl)imidazol-2-yl]phenyl]methoxy]-5H-pyrrolo[3,2-d]pyrimidine